N-(2-((1r,4r)-4-Formylcyclohexyl)-6-methoxy-2H-indazol-5-yl)-6-(2-hydroxypropan-2-yl)picolinamide C(=O)C1CCC(CC1)N1N=C2C=C(C(=CC2=C1)NC(C1=NC(=CC=C1)C(C)(C)O)=O)OC